3-(3-(benzo[d][1,3]dioxol-4-ylmethyl)-5-chloro-2-oxo-1-propylindolin-3-yl)-1,1-dimethylurea O1COC2=C1C=CC=C2CC2(C(N(C1=CC=C(C=C21)Cl)CCC)=O)NC(N(C)C)=O